((1r,4r)-4-((3-bromophenyl)thio)cyclohexyl)carbamic acid tert-butyl ester C(C)(C)(C)OC(NC1CCC(CC1)SC1=CC(=CC=C1)Br)=O